3-[4-[4-[1-[[4-[1-[(E)-but-2-enyl]-4,5-dimethyl-6-oxo-3-pyridyl]-2,6-dimethoxy-phenyl]methyl]-3,3-difluoro-4-piperidyl]piperazin-1-yl]-3-fluoro-anilino]piperidine-2,6-dione C(\C=C\C)N1C=C(C(=C(C1=O)C)C)C1=CC(=C(C(=C1)OC)CN1CC(C(CC1)N1CCN(CC1)C1=C(C=C(NC2C(NC(CC2)=O)=O)C=C1)F)(F)F)OC